{3-[(3aR,4R,6R,6aS)-6-[4-amino-2-chloro-5-(4-chloro-1-methylpyrazol-3-yl)pyrrolo[2,3-d]pyrimidin-7-yl]-2,2-dimethyl-tetrahydro-3aH-cyclopenta[d][1,3]dioxol-4-yl]phenyl}methanol NC=1C2=C(N=C(N1)Cl)N(C=C2C2=NN(C=C2Cl)C)[C@@H]2C[C@@H]([C@@H]1[C@H]2OC(O1)(C)C)C=1C=C(C=CC1)CO